S(=O)(=O)(O)C1=CC=C(C(C(=O)N)=C1)N 5-sulfoanthranilic acid, amide